BrCC1=CC2=C(OCO2)C=C1 5-(bromomethyl)benzo[d][1,3]Dioxol